N-methyl-2-{[4-(3-phenyl-1H-pyrrolo[3,2-b]pyridin-2-yl)pyridin-3-yl]oxy}propan-1-amine hydrogen chloride Cl.CNCC(C)OC=1C=NC=CC1C1=C(C2=NC=CC=C2N1)C1=CC=CC=C1